BrCC(=O)NC1=CC=C(C=C1)S(F)(F)(F)(F)F 2-Bromo-N-(4-(pentafluoro-lambda6-sulfanyl)phenyl)acetamide